Ethyl 2-bromo-6-phenylmethoxy-6,7-dihydro-5H-pyrazolo[5,1-b][1,3]oxazine-3-carboxylate BrC1=NN2C(OCC(C2)OCC2=CC=CC=C2)=C1C(=O)OCC